ClC1=CC(=C(C=C1)C1=NC(=CN2C1=NC(=C(C2=O)C)C)C=2CCOC(C2)C2=CNC(C=C2)=O)F 9-(4-chloro-2-fluoro-phenyl)-2,3-dimethyl-7-[6-(6-oxo-1H-pyridin-3-yl)-3,6-dihydro-2H-pyran-4-yl]pyrazino[1,2-a]pyrimidin-4-one